OCCNCCCCCCCC(=O)OCCCCCCCCC nonyl 8-((2-hydroxyethyl)amino)octanoate